N-((R)-1-(((R)-3,4-dioxo-1-phenyl-4-((thiazole-2-ylmethyl)amino)butan-2-yl)amino)-3-methoxy-1-oxopropan-2-yl)-3,3-difluorocyclohexane-1-formamide O=C([C@@H](CC1=CC=CC=C1)NC([C@@H](COC)NC(=O)C1CC(CCC1)(F)F)=O)C(NCC=1SC=CN1)=O